OC1=C(C=NC=2C(=C(C(=O)O)C=CC2)C)C=CC=C1OC 3-((2-hydroxy-3-methoxybenzylidene)amino)-2-methylbenzoic acid